5-(trideuteriomethyl)-1-aza-5-stannabicyclo[3.3.3]undecane [2H]C([Sn]12CCCN(CCC1)CCC2)([2H])[2H]